CSC1=CC(C1=O)=O 4-(methylthio)cyclobut-3-ene-1,2-dione